3-acetamido-5-(1-ethylpyrazol-4-yl)-N-[2-[2-[[2-[4-[2-fluoro-5-[(4-oxo-3H-phthalazin-1-yl)methyl]benzoyl]piperazin-1-yl]-2-oxo-ethyl]amino]ethoxy]ethyl]pyridine-2-carboxamide C(C)(=O)NC=1C(=NC=C(C1)C=1C=NN(C1)CC)C(=O)NCCOCCNCC(=O)N1CCN(CC1)C(C1=C(C=CC(=C1)CC1=NNC(C2=CC=CC=C12)=O)F)=O